(E)-3-((2-(3-(1H-1,2,3-triazol-4-yl)allyl)-3-oxoisoindolin-1-yl)methyl)-4-methylpicolinonitrile N1N=NC(=C1)/C=C/CN1C(C2=CC=CC=C2C1=O)CC=1C(=NC=CC1C)C#N